C(C)OC1=CC=C(C=C1)C=1C=NNC1C1=CC=C(C2=CC=CC=C12)OC 4-(4-ethoxyphenyl)-5-(4-methoxynaphthalene-1-yl)-1H-pyrazole